6-cyclopropyl-2-hydroxy-7,8-dihydro-1,6-naphthyridin-5(6H)-one C1(CC1)N1C(C=2C=CC(=NC2CC1)O)=O